FC=1C=C(C=CC1)[C@@H]1N(CCC1)C=1C=CC=2N(N1)C(=CN2)C2=CC=CC(=N2)N2CCC(CC2)N(C)CC2=CC=C(C=C2)N2C(NC(CC2)=O)=O (R)-1-(4-(((1-(6-(6-(2-(3-fluorophenyl)pyrrolidin-1-yl)imidazo[1,2-b]pyridazin-3-yl)pyridin-2-yl)piperidin-4-yl)(methyl)amino)methyl)phenyl)dihydropyrimidine-2,4(1H,3H)-dione